C(C=C)C1C(N(C2=C(N(C1)C1CCCC1)N=C(N=C2)NC2=C(C=C(C(=O)O)C=C2)OC)C)=O 4-((7-allyl-9-cyclopentyl-5-methyl-6-oxo-6,7,8,9-tetrahydro-5H-pyrimido[4,5-b][1,4]diazepin-2-yl)amino)-3-methoxybenzoic acid